[1,8]Naphthyridine-4-carboxamide N1=CC=C(C2=CC=CN=C12)C(=O)N